5-(2,3-dimethyl-3H-imidazo[4,5-b]pyridin-5-yl)-N-(2-isobutyl-2-azaspiro[3.3]heptan-6-yl)pyrrolo[2,1-f][1,2,4]triazin-2-amine CC1=NC=2C(=NC(=CC2)C=2C=CN3N=C(N=CC32)NC3CC2(CN(C2)CC(C)C)C3)N1C